C1(CC1)C1=C(C=CC=C1)[C@@H]1COCCN1C1CC2(C1)CCN(CC2)C2=CC=C(C(=O)N)C=C2 |o1:9| 4-(2-((R or S)-3-(2-cyclopropylphenyl)morpholino)-7-azaspiro[3.5]nonan-7-yl)benzamide